C(C)(C)(C)OC(NCC(O)([2H])[2H])=O (2,2-dideutero-2-hydroxyethyl)carbamic acid tert-butyl ester